C(C)[C@@H]1P([C@H](CC1)CC)C1=C(C=CC=C1)P1[C@H](CC[C@@H]1CC)CC (+)-1,2-Bis((2S,5S)-2,5-diethylphospholanyl)benzene